6-bromo-5-fluoro-1,1,4,4,7-pentamethyl-1,2,3,4-tetrahydronaphthalene BrC=1C(=C2C(CCC(C2=CC1C)(C)C)(C)C)F